[Br-].C[NH+](C1CCNCC1)C N,N-dimethylpiperidine-4-aminium bromide